((1R,4R)-4-aminocyclohexyl)-N4-(5-cyclopropyl-1H-pyrazol-3-yl)-N2-methylpyrimidine-2,4-diamine NC1CCC(CC1)C=1C(=NC(=NC1)NC)NC1=NNC(=C1)C1CC1